(1-(2,4-dimethyl-5-(5-(tetrahydro-2H-pyran-4-yl)-4H-1,2,4-triazol-3-yl)benzoyl)piperidin-4-yl)benzonitrile CC1=C(C(=O)N2CCC(CC2)C2=C(C#N)C=CC=C2)C=C(C(=C1)C)C1=NN=C(N1)C1CCOCC1